(S)-3-(2-((3r,4r)-3-amino-4-fluoropiperidin-1-yl)-5,6-difluoro-1H-benzo[d]imidazol-1-yl)-1-cyclopropylpyrrolidin-2-one N[C@@H]1CN(CC[C@H]1F)C1=NC2=C(N1[C@@H]1C(N(CC1)C1CC1)=O)C=C(C(=C2)F)F